2-(1H-pyrazol-4-yl)ethan-1-amine N1N=CC(=C1)CCN